N-hydroxythiazole-5-carboxamide ONC(=O)C1=CN=CS1